Fmoc-3-(1-naphthyl)-L-alanine C(=O)(OCC1C2=CC=CC=C2C2=CC=CC=C12)N[C@@H](CC1=CC=CC2=CC=CC=C12)C(=O)O